ClC1=CC=C(CSC=2OC3=C(N2)C=CC(=C3)C3=C(C=CC=C3)C)C=C1 ((4-chlorobenzyl)thio)-6-(o-tolyl)benzo[d]oxazole